N-[Trans-(7RS,9RS)-3-cyclopropyl-5-(2-methylpropylsulfamoyl)-9-[[rac-(E)-3-(4-hydroxyphenyl)prop-2-enoyl]amino]-8,9-dihydro-7H-cyclopenta[h]isochinolin-7-yl]pyridin-3-carboxamid C1(CC1)C=1N=CC2=C3C(=CC(=C2C1)S(NCC(C)C)(=O)=O)[C@@H](C[C@H]3NC(\C=C\C3=CC=C(C=C3)O)=O)NC(=O)C=3C=NC=CC3 |r|